tert-butyl 2-(2-(3-(2-((1,5-dimethyl-1H-pyrazol-3-yl) amino)-5-methylpyrimidin-4-yl)-1H-indol-7-yl)-1-oxoisoindolin-4-yl)-1H-pyrrole-1-carboxylate CN1N=C(C=C1C)NC1=NC=C(C(=N1)C1=CNC2=C(C=CC=C12)N1C(C2=CC=CC(=C2C1)C=1N(C=CC1)C(=O)OC(C)(C)C)=O)C